C(C)(C)(C)C1=CC=C(C=C1)C1(C2=CC=CC=C2C=2C=CC(=CC12)Cl)C1=CC=C(C=O)C=C1 4-(9-(4-(tert-butyl)phenyl)-2-chloro-9H-fluoren-9-yl)benzaldehyde